N-[[(2R,5R)-3-[2-cyanoethoxy-(diisopropylamino)phosphanyl]oxy-5-(2,4-dioxopyrimidin-1-yl)-4-methoxy-tetrahydrofuran-2-yl]methoxy]-5-(dithiolan-3-yl)-N-hexadecyl-pentanamide C(#N)CCOP(OC1[C@H](O[C@H](C1OC)N1C(NC(C=C1)=O)=O)CON(C(CCCCC1SSCC1)=O)CCCCCCCCCCCCCCCC)N(C(C)C)C(C)C